CO[C@@H]1[C@H](CCC1)OC=1C=C2CN(C(C2=CC1)=O)C1C(NC(CC1)=O)=O 3-(5-(((1S,2S)-2-methoxycyclopentyl)oxy)-1-oxoisoindolin-2-yl)piperidine-2,6-dione